1,1-bis(4-cyanooxyphenyl)-2-methylbutane C(#N)OC1=CC=C(C=C1)C(C(CC)C)C1=CC=C(C=C1)OC#N